CN1N=CC(=C1C)B1OC(C(O1)(C)C)(C)C 1,5-dimethyl-4-(tetramethyl-1,3,2-dioxaborolan-2-yl)-1H-pyrazole